(1S,3R)-3-amino-N-(6-cyano-8-(isopropylamino)pyrido[3,4-d]pyrimidin-2-yl)cyclohexane-1-carboxamide N[C@H]1C[C@H](CCC1)C(=O)NC=1N=CC2=C(N1)C(=NC(=C2)C#N)NC(C)C